CS(=O)(=O)OCC1=NN(C=C1[N+](=O)[O-])COCC[Si](C)(C)C (4-nitro-1-((2-(trimethylsilyl)ethoxy)methyl)-1H-pyrazol-3-yl)methyl methanesulfonate